1-amino-4-bromo-2-(cyanomethyl)pyridin-1-ium 2,4,6-trimethylbenzenesulfonate CC1=C(C(=CC(=C1)C)C)S(=O)(=O)[O-].N[N+]1=C(C=C(C=C1)Br)CC#N